CN1N=CC(=C1)C=1C=NN2C1C=C(C=C2)C2=CNC=1N=C(N=CC12)NC=1C=NC(=CC1)N1CCN(CC1)C 5-(3-(1-methyl-1H-pyrazol-4-yl)pyrazolo[1,5-a]pyridin-5-yl)-N-(6-(4-methylpiperazin-1-yl)pyridin-3-yl)-7H-pyrrolo[2,3-d]pyrimidin-2-amine